cyclopropyl-N-(2,2,2-trifluoroethyl)acetamide C1(CC1)CC(=O)NCC(F)(F)F